C(#N)C=1C2=C(N(N=C2C=C(C1)C=1C=NN(C1)C)C)C1=CC(=C(C(=O)OC)C=C1)OC(F)F methyl 4-[4-cyano-2-methyl-6-(1-methylpyrazol-4-yl)indazol-3-yl]-2-(difluoromethoxy)benzoate